N-((2-(6-Methylpyridin-2-yl)ethyloxy)carbonyl)-L-leucine CC1=CC=CC(=N1)CCOC(=O)N[C@@H](CC(C)C)C(=O)O